ClC1=CC(=C(C=N1)NC(=O)C1(CN(C1)C(CS(=O)(=O)C)=O)C1=C(C=CC=C1)C(C)C)OC N-(6-chloro-4-methoxypyridin-3-yl)-3-(2-isopropylphenyl)-1-(2-(methylsulfonyl)acetyl)azetidine-3-carboxamide